NC1=C(SC=2N=C(SC21)C)C(=O)NC2CC=1C=CC(=NC1CC2)N2CC(C(C2)OC2(CC2)COC)N 6-amino-N-(2-{3-amino-4-[1-(methoxymethyl)cyclopropoxy]pyrrolidin-1-yl}-5,6,7,8-tetrahydroquinolin-6-yl)-2-methylthieno[2,3-d][1,3]thiazole-5-carboxamide